NC1CCC(CC1)NC1=NC=CC(=N1)C1=C(OC2=C(C=C(C=C2)NS(=O)(=O)C2=C(C=CC=C2)Cl)F)C=C(C=C1)I N-[4-[2-[2-[(1r,4r)-(4-aminocyclohexyl)amino]pyrimidin-4-yl]-5-iodophenoxy]-3-fluorophenyl]2-chlorobenzenesulfonamide